bromo-N'-(2-chloroacetyl)pyrimidine-2-carbohydrazide BrC1=NC(=NC=C1)C(=O)NNC(CCl)=O